N[C@@H]1CN(CC[C@H]1F)C1=NC2=C(N1CC1=CC=C(C#N)C=C1)C=CC=C2OC 4-((2-((3r,4r)-3-amino-4-fluoropiperidin-1-yl)-4-methoxy-1H-benzo[d]imidazol-1-yl)methyl)benzonitrile